FC(C1=CC=C(C(=O)OC2C(CCCC2)[Se]C2=CC=CC=C2)C=C1)(F)F 2-(phenylselanyl)cyclohexyl 4-(trifluoromethyl)benzoate